FC(OC1CN(C1)C1CCC(CC1)N)F 4-(3-(DIFLUOROMETHOXY)AZETIDIN-1-YL)CYCLOHEXAN-1-AMINE